2-((Allyl-(tert-butoxycarbonyl)amino)methyl)pent-4-enoic acid ethyl ester C(C)OC(C(CC=C)CN(C(=O)OC(C)(C)C)CC=C)=O